The molecule is a N-substituted amine that is 4-aminobiphenyl substituted by a hydroxy group at the nitrogen atom. It has a role as a human xenobiotic metabolite and a carcinogenic agent. It is a N-substituted amine and an aminobiphenyl. It derives from a biphenyl-4-amine. C1=CC=C(C=C1)C2=CC=C(C=C2)NO